N1CCNCCNCCNCCNCCNCC1 1,4,7,10,13,16-hexaaza-cyclooctadecane